2-(benzenesulfonyl)-1-(m-tolyl)ethan-1-amine C1(=CC=CC=C1)S(=O)(=O)CC(N)C=1C=C(C=CC1)C